2-ethyl-2,6-dihydro-4H-furo[3,4-c]pyrazole-3-carbonyl isothiocyanate C(C)N1N=C2C(=C1C(=O)N=C=S)COC2